n-methyl-1-(4-(9-(tetrahydro-2H-pyran-4-yl)pyrido[3,2-e][1,2,4]triazolo[4,3-a]pyrazin-2-yl)phenyl)piperidin-4-amine CNC1CCN(CC1)C1=CC=C(C=C1)C=1C=CC=2N=CC=3N(C2N1)C(=NN3)C3CCOCC3